(R)-4-(3-(4-tert-butylbenzamido)piperidin-1-yl)-1H-indole-7-carboxamide C(C)(C)(C)C1=CC=C(C(=O)N[C@H]2CN(CCC2)C2=C3C=CNC3=C(C=C2)C(=O)N)C=C1